N(=C=S)C1=CC(C(C=C1)C=CC=1C(=CC(=CC1)N=C=S)S(=O)(=O)O)S(=O)(=O)O 4,4'-diisothiocyanodihydro-stilbene-2,2'-disulfonic acid